tetra(2-butyl)ammonium CC(CC)[N+](C(C)CC)(C(C)CC)C(C)CC